4-(1-methyl-1H-indole-3-yl)-1H-pyrrole-2,5-dione hydrochloride Cl.CN1C=C(C2=CC=CC=C12)C1=CC(NC1=O)=O